N-(2,4-difluoro-3-iodophenyl)-3-(trifluoromethoxy)benzenesulfonamide FC1=C(C=CC(=C1I)F)NS(=O)(=O)C1=CC(=CC=C1)OC(F)(F)F